3-(3,5-dichlorophenyl)-5-methoxy-4H-isoxazole-5-carbonyl chloride ClC=1C=C(C=C(C1)Cl)C1=NOC(C1)(C(=O)Cl)OC